N-(2-Amino-1-(3-chloro-5-fluorophenyl)ethyl)-1-(5-methyl-2-((tetra-hydro-2H-pyran-4-yl)amino)pyrimidin-4-yl)-1H-imidazol-4-carboxamid NCC(C1=CC(=CC(=C1)F)Cl)NC(=O)C=1N=CN(C1)C1=NC(=NC=C1C)NC1CCOCC1